imino(methyl)((6-(5-(trifluoromethyl)-1,2,4-oxadiazol-3-yl)imidazo[1,2-a]pyridin-2-yl)methyl)-λ6-sulfanone N=S(=O)(CC=1N=C2N(C=C(C=C2)C2=NOC(=N2)C(F)(F)F)C1)C